CC=1N=COC1C 4,5-Dimethyl-oxazol